(R)-N-(2-Methoxy-5-(((trans)-4-(trifluoromethyl)cyclohexyl)oxy)phenyl)-1-methyl-5-oxopyrrolidine-2-carboxamide COC1=C(C=C(C=C1)O[C@@H]1CC[C@H](CC1)C(F)(F)F)NC(=O)[C@@H]1N(C(CC1)=O)C